[N+](=O)(OCC1CN(C1)S(=O)(=O)C1=CC(=C(C=C1)OCC)C1=NN2C(C(N1)=O)=C(N=C2CCC)C)[O-] (1-((4-ethoxy-3-(5-methyl-4-oxo-7-propyl-3,4-dihydroimidazo[5,1-f][1,2,4]triazin-2-yl)phenyl)sulfonyl)azetidin-3-yl)methyl nitrate